C(C1=CC=CC=C1)OC1=CC=C(C=C1)CC(CC1=NNC(O1)=S)O 5-[3-(4-Benzyloxyphenyl)-2-hydroxypropyl]-1,3,4-oxadiazole-2(3H)-thione